OC=1C=C(OP(C2=CC=CC=C2)(OC2=CC(=CC=C2)O)=O)C=CC1 bis-(3-hydroxy-phenoxy)phenyl-phosphorus oxide